N-[4-[(7-bromo-6-methoxy-1,5-naphthyridin-4-yl)oxy]-3-fluorophenyl]-5-(4-fluorophenyl)-4-hydroxypyridine-3-carboxamide BrC1=C(N=C2C(=CC=NC2=C1)OC1=C(C=C(C=C1)NC(=O)C=1C=NC=C(C1O)C1=CC=C(C=C1)F)F)OC